3-(3,5-dimethyl-1H-pyrazol-4-yl)-5-[4-(4-methylpiperazin-1-yl)phenyl]-1H-pyrrolo[2,3-b]pyridine CC1=NNC(=C1C1=CNC2=NC=C(C=C21)C2=CC=C(C=C2)N2CCN(CC2)C)C